(R)-5-(2-(3-fluoro-5-(2-morpholinoethoxy)phenyl)pyrrolidin-1-yl)pyrazolo[1,5-a]pyrimidine-3-carboxamide FC=1C=C(C=C(C1)OCCN1CCOCC1)[C@@H]1N(CCC1)C1=NC=2N(C=C1)N=CC2C(=O)N